O1[C@H](COCC1)COC=1C=NC=CC1C1=C(C=2C(NCCC2N1)=O)NC1=C(C(=CC=C1)F)CC 2-(3-{[(2R)-1,4-dioxan-2-yl]methoxy}pyridin-4-yl)-3-(2-ethyl-3-fluoroanilino)-1,5,6,7-tetrahydro-4H-pyrrolo[3,2-c]pyridin-4-one